FC1(CC1)C(=O)NC=1N=CC2=CC=C(C=C2C1)C=1C=NN(C1CN1CCCCC1)C 1-fluoro-N-(6-(1-methyl-5-(piperidin-1-ylmethyl)-1H-pyrazol-4-yl)isoquinolin-3-yl)cyclopropane-1-carboxamide